5-[3-chloro-8-[(1S,2S)-2-[3,3-dimethyl-2-oxo-1-(2,2,2-trifluoroethyl)indolin-6-yl]cyclopropyl]imidazo[1,2-b]pyridazin-6-yl]-1H-pyrimidine-2,4-dione ClC1=CN=C2N1N=C(C=C2[C@@H]2[C@H](C2)C2=CC=C1C(C(N(C1=C2)CC(F)(F)F)=O)(C)C)C=2C(NC(NC2)=O)=O